C(#N)C=1C=C(C(=NC1)C(=O)NC=1C=C2C(=NNC2=C(C1)F)C1=COC=C1)C 5-cyano-N-(7-fluoro-3-(furan-3-yl)-1H-indazol-5-yl)-3-methylpicolinamide